3-[1,3-Dioxo-5-(1H-tetrazol-5-yl)-1,3-dihydroisoindol-2-yl]biphenyl-4-carboxylic acid O=C1N(C(C2=CC(=CC=C12)C1=NN=NN1)=O)C=1C=C(C=CC1C(=O)O)C1=CC=CC=C1